CC1=CC(=NC(=N1)C=1N=C(OC1)C)N1CC2(C=3C=NC(=CC31)NC(C)=O)CC2 N-(1'-(6-methyl-2-(2-methyloxazol-4-yl)pyrimidin-4-yl)-1',2'-dihydrospiro[cyclopropane-1,3'-pyrrolo[3,2-c]pyridin]-6'-yl)acetamide